FC=1C(=NC=C(C1)C(F)(F)F)OC=1SC2=C(N1)C=CC(=C2)OC 2-(3-fluoro-5-(trifluoromethyl)pyridin-2-yloxy)-6-methoxybenzothiazole